2-(1-((7-morpholino-5-(3-(m-tolyl)-1H-pyrazol-1-yl)pyrazolo[1,5-a]pyrimidin-2-yl)methyl)piperidin-4-yl)propan-2-ol O1CCN(CC1)C1=CC(=NC=2N1N=C(C2)CN2CCC(CC2)C(C)(C)O)N2N=C(C=C2)C=2C=C(C=CC2)C